C(C)(C)(C)OC(=O)N(C1=CC(=NC=2N1N=CC2C2CCC2)NC[C@H]2[C@@H](CN(CC2)C(=O)OC(C)(C)C)O)C2=CC(=CC(=C2)F)F tert-butyl (3S,4S)-4-((7-((tert-butoxycarbonyl)(3,5-difluorophenyl)amino)-3-cyclobutylpyrazolo[1,5-a]pyrimidin-5-yl)aminomethyl)-3-hydroxypiperidine-1-carboxylate